(3S)-3-(5-((7-((1-((3r,5r,7r)-adamantane-1-yl)ethyl)amino)heptyl)thio)-2-methyl-4-oxoquinazolin-3(4H)-yl)piperidine-2,6-dione C12(CC3CC(CC(C1)C3)C2)C(C)NCCCCCCCSC2=C3C(N(C(=NC3=CC=C2)C)[C@@H]2C(NC(CC2)=O)=O)=O